N-benzyl-4-{2-[(piperidin-3-yl)amino]-5-(trifluoromethyl)pyrimidin-4-yl}-1H-pyrrole-2-carboxamide C(C1=CC=CC=C1)NC(=O)C=1NC=C(C1)C1=NC(=NC=C1C(F)(F)F)NC1CNCCC1